tert-butyl (8-(4-((8-benzyl-6-(4-((tert-butyldimethylsilyl)oxy)phenyl)-3-oxo-3,7-dihydroimidazo[1,2-a]pyrazin-2-yl)methyl)-2-fluorophenoxy)octyl)carbamate C(C1=CC=CC=C1)C1=C2N(C=C(N1)C1=CC=C(C=C1)O[Si](C)(C)C(C)(C)C)C(C(=N2)CC2=CC(=C(OCCCCCCCCNC(OC(C)(C)C)=O)C=C2)F)=O